4-(tert-butoxy)-9-methyl-8-(6-methyl-1-(tetrahydro-2H-pyran-2-yl)-5-(trifluoromethyl)-1H-indazol-4-yl)-2-(methylthio)-9H-pyrido[4',3':4,5]pyrrolo[2,3-d]pyrimidine C(C)(C)(C)OC=1C2=C(N=C(N1)SC)N(C1=C2C=CN=C1C1=C2C=NN(C2=CC(=C1C(F)(F)F)C)C1OCCCC1)C